C1(=CC=CC=C1)C1=NC2=CC=CC=C2C(=C1)C(CCC)O 1-(2-phenylquinolin-4-yl)butan-1-ol